FC=1C=C2C(=NC=3N(C2=CC1)C(=NN3)C)N3CCCC1=C(C=CC=C31)C#CC=3C=NNC3 7-fluoro-1-methyl-5-[5-[2-(1H-pyrazol-4-yl)ethynyl]-3,4-dihydro-2H-quinolin-1-yl]-[1,2,4]triazolo[4,3-a]quinazoline